(3-(2-(2-(2-methoxyethoxy)ethoxy)ethyl)-1-vinylimidazole) bromide [Br-].COCCOCCOCCN1CN(C=C1)C=C